C1(CCC1)OC=1SC(=CN1)N1N=CC(=C1)C=1C=C(C(=O)NC2CC2)C=CC1C 3-[1-(2-cyclobutoxy-1,3-thiazol-5-yl)-1H-pyrazol-4-yl]-N-cyclopropyl-4-methylbenzamide